1-(di-sec-butoxymethylsilyl)-1-(tri-sec-butoxysilyl)methane C(C)(CC)OC(OC(C)CC)[SiH2]C[Si](OC(C)CC)(OC(C)CC)OC(C)CC